(2S)-3-bromo-N-[4-cyano-3-(trifluoromethyl)phenyl]-2-hydroxy-2-methylpropanamide BrC[C@@](C(=O)NC1=CC(=C(C=C1)C#N)C(F)(F)F)(C)O